NCC(C(=O)NC=1C=CC=C2C(=CNC12)C=1C=NNC1)C1=CC=C(C=C1)C#N 3-amino-2-(4-cyanophenyl)-N-[3-(1H-pyrazol-4-yl)-1H-indol-7-yl]propionamide